tert-butyl 4-[[5-fluoro-4-[2-(hydroxymethyl)-4-(trifluoromethyl) thiazol-5-yl] pyrimidin-2-yl] amino]-2-methyl-piperidine-1-carboxylate FC=1C(=NC(=NC1)NC1CC(N(CC1)C(=O)OC(C)(C)C)C)C1=C(N=C(S1)CO)C(F)(F)F